FC1=C(C=CC=C1C[C@@H]1N(CC([C@@H]1NS(=O)(=O)CC)(F)F)C(=O)C1OCC1)C1=C(C(=CC=C1)C)F N-[(2S,3R)-2-[(2,2'-difluoro-3'-methyl[1,1'-biphenyl]-3-yl)methyl]-4,4-difluoro-1-(oxetane-2-carbonyl)pyrrolidin-3-yl]-ethanesulfonamide